[Na].OC1=CC=C(C(=O)O)C=C1 para-hydroxybenzoic acid sodium